N1-(2-(4-isopropylpiperidin-1-yl)pyrimidin-5-yl)-4-methylcyclohexane-1,4-diamine C(C)(C)C1CCN(CC1)C1=NC=C(C=N1)NC1CCC(CC1)(N)C